CN(C1CCC2(CN(C2)C(=O)[O-])CC1)C=1C2=C(N=CN1)N(C=C2)COCC[Si](C)(C)C 7-(methyl(7-((2-(trimethylsilyl)ethoxy)methyl)-7H-pyrrolo[2,3-d]pyrimidin-4-yl)amino)-2-Azaspiro[3.5]nonane-2-carboxylate